Cl.OC(C)(C)C1=CC=CC(=N1)N1N(C(C=2C1=NC(=NC2)NC=2C=NN(C2)C2CCN(CC2)C(C)C)=O)CC=C 1-[6-(2-hydroxypropan-2-yl)pyridin-2-yl]-2-(prop-2-en-1-yl)-6-([1-[1-(propan-2-yl)piperidin-4-yl]-1H-pyrazol-4-yl]amino)-1H,2H,3H-pyrazolo[3,4-d]pyrimidin-3-one Hydrochloride